(R)-(3-(1-amino-8-azaspiro[4.5]dec-8-yl)-6-(2,3-dichlorophenyl)-5-methylpyrazin-2-yl)methanol N[C@@H]1CCCC12CCN(CC2)C=2C(=NC(=C(N2)C)C2=C(C(=CC=C2)Cl)Cl)CO